N-[6-(5-chloro-1,3-benzoxazol-2-yl)spiro[3.3]heptane-2-yl]-5-(cyclobutylmethylsulfonyl)furan-2-carboxamide ClC=1C=CC2=C(N=C(O2)C2CC3(CC(C3)NC(=O)C=3OC(=CC3)S(=O)(=O)CC3CCC3)C2)C1